ClC=1C=C(C(=O)NC=2OC(=NN2)C2=CC=CC=C2)C=CC1 3-chloro-N-(5-phenyl-1,3,4-oxadiazol-2-yl)benzamide